4-cyano-1-methyl-1H-pyrrole C(#N)C=1C=CN(C1)C